NC(CC(=O)O)CC 3-AMINO-PENTANOIC ACID